L-ornithine alpha-ketoglutarate C(C[C@@H](C(=O)O)N)CN.C(CC(=O)O)C(=O)C(=O)O